C(=O)C1=C2C(=NC(=C1)C(=O)NC1=CC(=CC=C1)C1(CC3(C1)CCC3)CC3=NN=CN3C)C(CC2)C 4-formyl-7-methyl-N-(3-(2-((4-methyl-4H-1,2,4-triazol-3-yl)methyl)spiro[3.3]heptan-2-yl)phenyl)-6,7-dihydro-5H-cyclopenta[b]pyridine-2-carboxamide